3-(5-Amino-6-(2-methylthiazol-5-yl)pyrazin-2-yl)-N-(4-cyanobicyclo[2.1.1]hexan-1-yl)-4-(methyl-d3)benzenesulfonamide NC=1N=CC(=NC1C1=CN=C(S1)C)C=1C=C(C=CC1C([2H])([2H])[2H])S(=O)(=O)NC12CCC(C1)(C2)C#N